BrC1=NN(C(=N1)[C@@H](C)O)C (R)-1-(3-bromo-1-methyl-1H-1,2,4-triazol-5-yl)ethan-1-ol